(S)-quinuclidin-3-yl (2,2-dimethyl-5-(quinoxalin-6-yl)-2,3-dihydro-1H-inden-1-yl)carbamat CC1(C(C2=CC=C(C=C2C1)C=1C=C2N=CC=NC2=CC1)NC(O[C@@H]1CN2CCC1CC2)=O)C